(6-((2,6-dioxopiperidin-3-yl)amino)-4-fluoropyridazin-3-yl)methyl methanesulfonate CS(=O)(=O)OCC=1N=NC(=CC1F)NC1C(NC(CC1)=O)=O